FC=1C=C(C=C(C1)F)C=1C(=C(C=CC1)C[C@@H]1N(CC2(CC2)[C@@H]1NS(=O)(=O)CF)C(=O)OC(C)(C)C)F tert-butyl (6S,7S)-6-[[3-(3,5-difluorophenyl)-2-fluoro-phenyl]methyl]-7-(fluoromethylsulfonylamino)-5-azaspiro[2.4]heptane-5-carboxylate